NC([C@@H](C)NC(OCC1=CC=CC=C1)=O)=S Benzyl (R)-(1-amino-1-thioxopropan-2-yl)carbamate